6-chloro-4-(2-methylpropan-1-en-1-yl)-1-((1-(methylsulfonyl)azetidin-3-yl)oxy)-2,7-naphthyridine ClC=1C=C2C(=CN=C(C2=CN1)OC1CN(C1)S(=O)(=O)C)C=C(C)C